C(C)C1=CC(=NN(C1=O)CC1=CC=C(C=C1)OC)C1CN(CCC1)CCC(=O)OC(C)(C)C tert-butyl 3-(3-(5-ethyl-1-(4-methoxybenzyl)-6-oxo-1,6-dihydropyridazin-3-yl)piperidin-1-yl)propanoate